Cl\C(=C/Cl)\OC=1C(=NC(=NC1)N(CC1=CC=C(C=C1)OC)CC1=CC=C(C=C1)OC)OC 5-[(Z)-1,2-dichlorovinyloxy]-4-methoxy-N,N-bis[(4-methoxyphenyl)methyl]pyrimidin-2-amine